3-chloro-N-(3-hydroxypropyl)-4-(6-(1-methylcyclopropoxy)-9-((4-methylpyridin-2-yl)methyl)-9H-purin-8-yl)benzamide ClC=1C=C(C(=O)NCCCO)C=CC1C=1N(C2=NC=NC(=C2N1)OC1(CC1)C)CC1=NC=CC(=C1)C